C(C=C)[Si](OC(C)(C)C)(OC(C)(C)C)OC(C)(C)C 2-propenyl-tri(tert-butoxy)silane